C(C)C1(CCC(CC1)NC1=NN2C(C(=N1)OC)=C(C(=C2)F)C2=CC=1N(C=C2)N=CC1C(=O)NC)O 5-(2-(((1r,4r)-4-ethyl-4-hydroxycyclohexyl)amino)-6-fluoro-4-methoxypyrrolo[2,1-f][1,2,4]triazin-5-yl)-N-methylpyrazolo[1,5-a]pyridine-3-carboxamide